C12(CC3CC(CC(C1)C3)C2)C(=O)C(=O)[O-] adamantoyl-carboxylate